4-(5-((tert-Butoxycarbonyl)amino)-3-fluoropyridin-2-yl)-1-methyl-1H-pyrazole-5-carboxylic acid C(C)(C)(C)OC(=O)NC=1C=C(C(=NC1)C=1C=NN(C1C(=O)O)C)F